(Z)-2-(4-(1,2-diphenylbut-1-en-1-yl)phenoxy)-N,N-dimethylethanamine 2-hydroxypropane-1,2,3-tricarboxylate OC(CC(=O)O)(CC(=O)O)C(=O)O.C1(=CC=CC=C1)/C(=C(\CC)/C1=CC=CC=C1)/C1=CC=C(OCCN(C)C)C=C1